C(C)(C)(C)OC(=O)N1CCC(=CC1)C=1SC(=CC1)C#N 4-(5-cyano-thiophen-2-yl)-3,6-dihydro-2H-pyridine-1-carboxylic acid tert-butyl ester